OCC(C)(CO)NC(=O)C=1C=2C[C@@H]3[C@H](C2N(N1)C1=C(C=C(C=C1)F)Cl)C3 (1aR,5aR)-2-(2-Chloro-4-fluoro-phenyl)-1a,2,5,5a-tetrahydro-1H-2,3-diaza-cyclopropa[a]pentalene-4-carboxylic acid (2-hydroxy-1-hydroxymethyl-1-methyl-ethyl)-amide